OCCN1N=CC(=C1S(=O)(=O)NC1=C(C=C(C=C1)C1=NC2=CC=C(C=C2C=N1)C(F)(F)F)C)C 1-(2-Hydroxyethyl)-4-methyl-N-(2-methyl-4-(6-(trifluoromethyl)quinazolin-2-yl)phenyl)-1H-pyrazole-5-sulfonamide